CN(C=1C=C(C=CC1OC)C(=O)N1CCC2(CC(C2)NC=2C=NN(C2)CCO)CC1)C [3-(dimethylamino)-4-methoxyphenyl]{2-[1-(2-hydroxyethyl)-4-pyrazolylamino]-7-aza-7-spiro[3.5]nonyl}methanone